ClC1=CC=C2CCCC(C2=C1)=O 7-chloro-1,2,3,4-tetrahydro-1-naphthalenone